CC=1C=CC=CC1OC1CCN(CC1)C 3-methyl-4-((1-methylpiperidin-4-yl)oxy)benzene